1-[3-fluoro-5-(trifluoromethyl)phenyl]ethan-1-one FC=1C=C(C=C(C1)C(F)(F)F)C(C)=O